CC1=C2[C@@H]([C@@H]3[C@@H](CC1)C(=C)C(=O)O3)C(=CC2=O)COC(=O)C(=O)O The molecule is a sesquiterpene lactone obtained by formal condensation of one of the carboxy groups of oxalic acid with the 15-hydroxy group of 8-deoxylactucin. Found in chicory. It has a role as a plant metabolite. It is an azulenofuran, a cyclic terpene ketone, an enone, an oxo monocarboxylic acid and a sesquiterpene lactone. It derives from an oxalic acid.